C1(CC1)C=1C=C(C=2N(C1)C=C(N2)CNC2=CC=C1C(C=C(NC1=C2)C2C(C2)C2=NC=CC(=N2)C)=O)N2C(N(C(C2)=O)C)=O 1-(6-cyclopropyl-2-(((2-(2-(4-methylpyrimidin-2-yl)cyclopropyl)-4-oxo-1,4-dihydroquinolin-7-yl)amino)methyl)imidazo[1,2-a]pyridin-8-yl)-3-methylimidazolidine-2,4-dione